FC=1C(=NC(=NC1)NC=1C=NC(=CC1OC)N1CCC(CC1)(C)O)NC=1C(=NC2=CC=CC=C2C1)C(=O)N 3-{5-fluoro-2-[6-(4-hydroxy-4-methyl-1-piperidyl)-4-methoxy-3-pyridylamino]-4-pyrimidinylamino}-2-quinolinecarboxamide